1,2-bis(mercaptoethylthio)benzene SCCSC1=C(C=CC=C1)SCCS